methyl (2S)-2-(tert-butoxycarbonylamino)-3-methoxy-3-methyl-butanoate C(C)(C)(C)OC(=O)N[C@H](C(=O)OC)C(C)(C)OC